tert-butyl N-(piperidin-3-yl)carbamate N1CC(CCC1)NC(OC(C)(C)C)=O